2-methyl-5,6-dihydro-4H-pyrrolo[3,4-d]oxazole hydrochloride Cl.CC=1OC2=C(N1)CNC2